Germaanthracene [GeH]1=CC=CC2=CC3=CC=CC=C3C=C12